tert-Butyl-N-[[4-(1,2-dihydroxyethyl)-7-[4-(trifluoromethoxy)phenyl]-2,3-dihydrobenzofuran-5-yl]methyl]-N-methyl-carbamate C(C)(C)(C)OC(N(C)CC=1C=C(C2=C(CCO2)C1C(CO)O)C1=CC=C(C=C1)OC(F)(F)F)=O